1-(2-chlorophenyl)-7-cyclopropyl-4-(((1S,2R)-2-fluorocyclopropyl)amino)-2-oxo-1,2-dihydropyrido[2,3-d]-pyrimidine-6-carbonitrile ClC1=C(C=CC=C1)N1C(N=C(C2=C1N=C(C(=C2)C#N)C2CC2)N[C@@H]2[C@@H](C2)F)=O